O1CCN(CCC1)C(=O)C1=CC2=C(C=N1)C(=NN2CC(F)(F)F)Br 1,4-oxazepan-4-yl-[3-bromo-1-(2,2,2-trifluoroethyl)pyrazolo[4,3-c]pyridin-6-yl]methanone